C1(=CC=CC2=CC=CC=C12)[SiH]1C=CC=C1 NAPHThYLSILOLE